4,9-bis(hydroxymethyl)tricyclo[5.2.1.02,6]decane OCC1CC2C3C(CC(C2C1)C3)CO